4-[2-chloro-6-methyl-1-(4-methylbenzenesulfonyl)-7-oxopyrrolo[2,3-c]pyridin-4-yl]-1-(2-hydroxyethyl)-5-phenyl-3-(trifluoromethyl)pyridin-2-one ClC1=CC2=C(C(N(C=C2C2=C(C(N(C=C2C2=CC=CC=C2)CCO)=O)C(F)(F)F)C)=O)N1S(=O)(=O)C1=CC=C(C=C1)C